N1=CC=C(C=C1)CNC1=C(C(=O)O)C=CC=N1 2-((pyridin-4-ylmethyl)amino)nicotinic acid